3-(trimethylsilyl)propioloyl chloride C[Si](C#CC(=O)Cl)(C)C